OC1=CC=C(C(=C1)O)O 2,4,5-trihydroxybenzene